FC=1C(=NC=CC1CC=1C=NC=C(C1C)OC=1SC(=CN1)C)N 3-fluoro-4-[[4-methyl-5-(5-methylthiazol-2-yl)oxy-3-pyridinyl]methyl]pyridin-2-amine